NC1=NC=C(C=C1CCC#N)C1CC1 3-(2-amino-5-cyclopropylpyridin-3-yl)propanenitrile